2-Amino-6-((1-(cyclopropoxymethyl)cyclopropyl)methoxy)-1-(3-hydroxy-2,6-dimethylphenyl)-5-methyl-1H-pyrrole NC=1N(C(=CC1)C)C1C(=C(C=CC1(C)OCC1(CC1)COC1CC1)O)C